di(isoundecyl)heptane C(CCCCCCCC(C)C)C(CCC)(CCC)CCCCCCCCC(C)C